3,3-dimethyl-spiro(2H-isoquinoline-4,1'-cyclopropane)-1-one CC1(NC(C2=CC=CC=C2C12CC2)=O)C